2-chloro-N-((R)-1-((cis)-4-(6-fluoroquinolin-4-yl)cyclohexyl)propan-2-yl)-7-(trifluoromethyl)quinazolin-4-amine ClC1=NC2=CC(=CC=C2C(=N1)N[C@@H](C[C@@H]1CC[C@@H](CC1)C1=CC=NC2=CC=C(C=C12)F)C)C(F)(F)F